C(C)(=O)OC(C(=O)N1C2=C(OCC1)N=CC(=C2)NC2=NC=C(C=C2)C2=CC=C(C=C2)C(N(C)C)=O)C 1-(7-((5-(4-(dimethylcarbamoyl)phenyl)pyridin-2-yl)amino)-2,3-dihydro-1H-pyrido[2,3-b][1,4]oxazin-1-yl)-1-oxopropan-2-yl acetate